N1=CC(=CC=C1)N1N=C2C=C(C=CC2=C1)C=O 2-(pyridin-3-yl)-2H-indazole-6-carbaldehyde